FC(CC)(F)C1=C(O[C@H](C(=O)OC)C)C=C(C(=C1)F)F methyl (2S)-2-[2-(1,1-difluoropropyl)-4,5-difluorophenoxy]propanoate